FC(C1=CC(=NC=C1)C#CC1CN(C1)C(=O)OC(C)(C)C)(F)F tert-butyl 3-((4-(trifluoromethyl)pyridin-2-yl)ethynyl)azetidine-1-carboxylate